N-(6-(2-fluoro-4-(piperazin-1-ylmethyl)phenyl)quinolin-4-yl)benzo[d]oxazol-5-amine FC1=C(C=CC(=C1)CN1CCNCC1)C=1C=C2C(=CC=NC2=CC1)NC=1C=CC2=C(N=CO2)C1